n-triacontyl decanoate C(CCCCCCCCC)(=O)OCCCCCCCCCCCCCCCCCCCCCCCCCCCCCC